N1CCCC12CN(CC2)C(=O)OC(C)(C)C tert-butyl 1,7-diazaspiro[4.4]nonane-7-carboxylate